C1=C(C=CC2=CC=CC=C12)N1N=CC(=C1)\C=C/1\C(NC(S1)=S)=O (5Z)-5-[[1-(2-naphthyl)pyrazol-4-yl]methylene]-2-thioxo-thiazolidin-4-one